C(#N)C1=C(C=C(C=N1)N1C(NC(C1=O)(C)C)=S)C(F)(F)F 3-(6-cyano-5-(trifluoromethyl)pyridin-3-yl)-5,5-dimethyl-4-oxo-2-thioxoimidazolidin